ClC=1C=C(NC=2C=3N(C=CN2)C(=CN3)C3=C(C(=C(OCC#N)C=C3)F)F)C=CC1C(=O)N1CCN(CC1)CCN1CC(C1)O 2-[4-[8-[3-chloro-4-[4-[2-(3-hydroxyazetidin-1-yl)ethyl]piperazine-1-carbonyl]anilino]imidazo[1,2-a]pyrazin-3-yl]-2,3-difluorophenoxy]acetonitrile